CC1=C(N=C(O1)C1=CC=CC=C1)CCNCC(=O)N1[C@@H](CCC1)C#N (2S)-1-{[2-(5-methyl-2-phenyl-Oxazol-4-yl)-ethylamino]-acetyl}-pyrrolidine-2-carbonitrile